C[C@@H]1CN(C[C@@H](N1)C)C=1N=NC(=CN1)C1=C(C=C(C=C1)C=1C=CC=2N(N1)C=C(N2)C(F)(F)F)O 2-{3-[(3R,5S)-3,5-dimethylpiperazin-1-yl]-1,2,4-triazin-6-yl}-5-[2-(trifluoromethyl)imidazo[1,2-b]pyridazin-6-yl]phenol